C(CCCCCC=C)(=O)O 7-octenoic acid